Cl.C(=O)=CCOP(=O)(OCC=C=O)OCC=C=O.FC(C1=CC=C(C(=O)OC2=C(C(=O)N)C=CC=C2)C=C1)(F)F (4-(trifluoromethyl)benzoyloxy)benzamide tris(2-carbonylethyl)phosphate hydrochloride